4-(4-(difluoromethoxy)phenyl)-2-(2-methyl-2H-indazol-5-yl)-6-propylpyridin FC(OC1=CC=C(C=C1)C1=CC(=NC(=C1)CCC)C1=CC2=CN(N=C2C=C1)C)F